1-(2,4-diamino-5-(3-bromophenyl)-1,3,5-triazaspiro[5.5]undec-1,3-dien-9-yl)-1-methylurea NC1=NC2(N(C(=N1)N)C1=CC(=CC=C1)Br)CCC(CC2)N(C(=O)N)C